3-Amino-4-(3-hydroxyphenyl)-1H-1,7-phenanthrolin-2-one NC=1C(NC2=C3C=CC=NC3=CC=C2C1C1=CC(=CC=C1)O)=O